benzyl (3-(4-(4,4,5,5-tetramethyl-1,3,2-dioxaborolan-2-yl)phenyl)oxetan-3-yl)carbamate CC1(OB(OC1(C)C)C1=CC=C(C=C1)C1(COC1)NC(OCC1=CC=CC=C1)=O)C